NC1=CC=2N(C3=CC=CC=C3C2C=C1)C1=CC=CC=C1 2-amino-9-phenylcarbazole